(+/-)-trans-methyl 3-((6-cyclopropyl-2-(5-fluoro-1-tosyl-1H-pyrrolo[2,3-b]pyridin-3-yl)-pyrimidin-4-yl)amino)bicyclo[2.2.2]octane-2-carboxylate C1(CC1)C1=CC(=NC(=N1)C1=CN(C2=NC=C(C=C21)F)S(=O)(=O)C2=CC=C(C)C=C2)NC2C(C1CCC2CC1)C(=O)OC